5-(2,2-dimethylpiperazine-1-carbonyl)pyridin-2(1H)-one CC1(N(CCNC1)C(=O)C=1C=CC(NC1)=O)C